1-[2-[4-[3-[1-(5-chloropyrimidin-2-yl)-4-piperidinyl]propoxy]-2-fluoro-phenyl]acetyl]-3-hydroxy-N-[3-hydroxy-2,2-bis(hydroxymethyl)propyl]pyrrolidine-3-carboxamide ClC=1C=NC(=NC1)N1CCC(CC1)CCCOC1=CC(=C(C=C1)CC(=O)N1CC(CC1)(C(=O)NCC(CO)(CO)CO)O)F